tert-butyl (2S,3S)-4-(3,4-difluoro-2-methoxy-phenyl)-2-isopropyl-3-methyl-2,3-dihydrofuran-5-carboxylate FC=1C(=C(C=CC1F)C=1[C@@H]([C@@H](OC1C(=O)OC(C)(C)C)C(C)C)C)OC